[4-(2-phenylsulfanylethylamino)-3-(trifluoromethyl)phenyl]sulfonylpyridazine C1(=CC=CC=C1)SCCNC1=C(C=C(C=C1)S(=O)(=O)C=1N=NC=CC1)C(F)(F)F